C1(CCC1)CS(=O)(=O)C=1C=C(OC[C@H](CNC2COC3(C2)CCN(CC3)S(=O)(=O)C3=CC2=CC=CC=C2C=C3)O)C=CC1 (2S)-1-(3-(cyclobutylmethylsulfonyl)phenoxy)-3-(8-(naphthalen-2-ylsulfonyl)-1-oxa-8-azaspiro[4.5]decan-3-ylamino)propan-2-ol